C1(=CC=C(C=C1)C1=CC(C(O1)=O)C=O)C 5-(p-tolyl)furan-2(3H)-one-3-al